tert-butyl (2-(2-(2-amino-1H-benzo[d]imidazol-1-yl)ethoxy)ethyl)carbamate NC1=NC2=C(N1CCOCCNC(OC(C)(C)C)=O)C=CC=C2